isopropyl-methacrylate C(C)(C)OC(C(=C)C)=O